C(C)(=O)C1=C(C=CC=C1)N(C1=CC=CC=C1)C1=CC=CC=C1 acetyl-triphenylamine